N-[2-(6,6-dimethyl-1-(tetrahydropyran-2-yl)-4,5,6,7-tetrahydro-1H-indazol-3-yl)-1H-indol-6-yl]-N-methyl-(2S)-2-(morpholin-4-yl)propionamide CC1(CCC=2C(=NN(C2C1)C1OCCCC1)C=1NC2=CC(=CC=C2C1)N(C([C@H](C)N1CCOCC1)=O)C)C